FC1(CCN(CC1)C1=NC(=CC(=C1)NC(=O)C=1C(=CC(=C2CCCC12)NS(=O)(=O)C(C(=O)OCC)(C)C)N1CCC2(CC2)CC1)C)F ethyl 2-(N-(7-((2-(4,4-difluoropiperidin-1-yl)-6-methylpyridin-4-yl) carbamoyl)-6-(6-azaspiro[2.5]oct-6-yl)-2,3-dihydro-1H-inden-4-yl) sulfamoyl)-2-methylpropionate